ClC=1C=C2C(=CNC2=CC1Cl)CC[N+](=O)[O-] 5,6-dichloro-3-(2-nitroethyl)-1H-indole